3-((4-(2-(ethoxymethoxy)-4-ethynylphenyl)thieno[2,3-d]pyridazin-7-yl)amino)-1-methylcyclobutane-1-ol C(C)OCOC1=C(C=CC(=C1)C#C)C1=C2C(=C(N=N1)NC1CC(C1)(O)C)SC=C2